2-bromo-4-methyl-3,5,6-trifluorobenzyl (1R)-trans-3-(2-methyl-1-propenyl)-2,2-dimethylcyclopropanecarboxylate CC(=C[C@H]1C([C@@H]1C(=O)OCC1=C(C(=C(C(=C1F)F)C)F)Br)(C)C)C